ClC1=C(C=2N=C(N=C3C2C(=N1)OCCN3C(C)C=3C(=NC=CC3)NC(OC(C)(C)C)=O)SCC)F tert-butyl (3-(1-(5-chloro-2-(ethylthio)-4-fluoro-8,9-dihydro-10H-7-oxa-1,3,6,10-tetraazacyclohepta[de]naphthalen-10-yl)ethyl)pyridin-2-yl)carbamate